C(C)N(C1CCN(CC1)C(=O)C1CCN(CC1)C1=NN=CC=2C1=NN(C2)C2=CC=C(C=C2)C)CC (4-(diethylamino)piperidin-1-yl)(1-(2-(p-tolyl)-2H-pyrazolo[3,4-d]pyridazin-7-yl)piperidin-4-yl)methanone